2-(1-(1,3,5-trimethyl-1H-pyrazol-4-yl)ethylamino)pyrimidine-5-carboxylic acid CN1N=C(C(=C1C)C(C)NC1=NC=C(C=N1)C(=O)O)C